BrC=1C(=C(NC=2C3=C(N=CN2)C=CC(=N3)N3[C@@H]2CN([C@H](C3)C2)C(=O)OC(C)(C)C)C=CC1)F tert-butyl (1S,4S)-5-[4-(3-bromo-2-fluoro-anilino)pyrido[3,2-d]pyrimidin-6-yl]-2,5-diazabicyclo[2.2.1]heptane-2-carboxylate